(4R)-4-[3-[3-[3-[5-(2,2-Dimethyl-propyl)-1,3,4-oxadiazol-2-yl]-1-bicyclo[1.1.1]pentanyl]azetidin-1-yl]-3-oxo-propyl]oxazolidin-2-one CC(CC1=NN=C(O1)C12CC(C1)(C2)C2CN(C2)C(CC[C@H]2NC(OC2)=O)=O)(C)C